Racemic-2-amino-7-cyano-6-cyclopropyl-1-(5-methyl-1H-indazol-4-yl)pyrrolo[3,2-c]pyridine-3-carboxamide NC1=C(C=2C=NC(=C(C2N1C1=C2C=NNC2=CC=C1C)C#N)C1CC1)C(=O)N